tert-butyl-3-(2-(nonyl(4-oxo-4-(pentyloxy)butyl)amino)ethyl)piperidine-1-carboxylate C(C)(C)(C)OC(=O)N1CC(CCC1)CCN(CCCC(OCCCCC)=O)CCCCCCCCC